5-(tert-butoxycarbonyl)-1-methyl-4,5,6,7-tetrahydro-1H-pyrazolo[4,3-c]pyridine-3-carboxylic acid C(C)(C)(C)OC(=O)N1CC2=C(CC1)N(N=C2C(=O)O)C